3-(1-isopropylimidazol-4-yl)-N-methyl-4-[[4-(trifluoromethyl)-2-pyridyl]amino]benzenesulfonamide C(C)(C)N1C=NC(=C1)C=1C=C(C=CC1NC1=NC=CC(=C1)C(F)(F)F)S(=O)(=O)NC